tert-butyl 3-(1-methyl-1,2,3,6-tetrahydropyridin-4-yl)azetidine-1-carboxylate CN1CCC(=CC1)C1CN(C1)C(=O)OC(C)(C)C